ClC1=NC(=CC2=C1N(C=N2)C(C)C)C2=CC=C1C(C(N(C1=C2)C2CC(C2)NC(C(C)(C)C)=O)=O)(C)C N-((1s,3s)-3-(6-(4-chloro-3-isopropyl-3H-imidazo[4,5-c]pyridin-6-yl)-3,3-dimethyl-2-oxoindolin-1-yl)cyclobutyl)neopentanamide